2-[(3,3-dimethyl-1-oxo-1,3-dihydro-2-benzofuran-5-yl)amino]-4-{[(1S)-2-hydroxy-1-phenylethyl]amino}-N-[(2-methylphenyl)methyl]pyrimidine-5-carboxamide CC1(OC(C2=C1C=C(C=C2)NC2=NC=C(C(=N2)N[C@H](CO)C2=CC=CC=C2)C(=O)NCC2=C(C=CC=C2)C)=O)C